6,9-difluoro-17-[(2-furylcarbonyl)oxy]-11-hydroxy-16-methyl-3-oxo-androsta-1,4-diene-17-thiocarboxylic acid (S)-fluoromethyl ester FCOC(=S)C1([C@]2(C)[C@@H](CC1C)[C@@H]1CC(C3=CC(C=C[C@]3(C)[C@]1(C(C2)O)F)=O)F)OC(=O)C=2OC=CC2